Cl.Cl.C12CNCC(CC1)N2CC2=C(N=C1N2C=CC=C1)C1=CC=C(C=C1)C(C)C 3-(3,8-diazabicyclo[3.2.1]oct-8-ylmethyl)-2-(4-isopropylphenyl)imidazo[1,2-a]pyridine dihydrochloride